COC1=CC=CC2=C1C(=O)C(=C(O2)OC)C3=CC=CC=C3 dimethoxyisoflavone